BrC1=C(C=C(C(=O)N2CC=3N(C[C@@H]2C)C(N(C3C(=O)NCC3=C(C=CC=C3)N3N=CN=C3)C3=CC=C(C=C3)OC3CC3)=O)C=C1)Cl |r| rac-(6S)-7-(4-bromo-3-chloro-benzoyl)-2-[4-(cyclopropoxy)phenyl]-6-methyl-3-oxo-N-[[2-(1,2,4-triazol-1-yl)phenyl]methyl]-6,8-dihydro-5H-imidazo[1,5-a]pyrazine-1-carboxamide